C(C=CC1=CC=CC=C1)OC(C=CC1=CC=CC=C1)=O Cinnamic acid cinnamyl ester